4-(4,6-dimethoxytriazine-2-yl)-4-methylmorpholinium chloride [Cl-].COC1=NN(NC(=C1)OC)[N+]1(CCOCC1)C